C(C1=CC=CC=C1)NC1=C(CC#N)C=CC=C1 2-benzylaminobenzyl cyanide